C(CCCCCCC)N(CCCCCCCC)CCCCCCCC tri-normal octylamine